2-(6-{5-chloro-2-[(oxacyclohex-4-yl)amino]pyrimidin-4-yl}-1-oxo-2,3-dihydro-1H-isoindol-2-yl)-N-[(1R)-1-(3-fluoropyridin-2-yl)ethyl]acetamide ClC=1C(=NC(=NC1)NC1CCOCC1)C1=CC=C2CN(C(C2=C1)=O)CC(=O)N[C@H](C)C1=NC=CC=C1F